5-chloro-2-(difluoromethoxy)pyridine-3-carbonyl chloride ClC=1C=C(C(=NC1)OC(F)F)C(=O)Cl